2-fluoro-6-(morpholin-4-yl)benzonitrile FC1=C(C#N)C(=CC=C1)N1CCOCC1